C(C1=CC=CC=C1)[C@](CC(=C)C)(C)NC(=O)C=1C=NC2=C(C(=CC=C2C1)F)F N-[(1R)-1-benzyl-1,3-dimethyl-but-3-enyl]-7,8-difluoro-quinoline-3-carboxamide